3-(3-hydroxy-3-methylbutyl)-2,4,6-trihydroxybenzophenone OC(CCC=1C(=C(C(=O)C2=CC=CC=C2)C(=CC1O)O)O)(C)C